CS(=O)(=O)CC12CNCC(CC1)N2C(=O)OC(C)(C)C tert-butyl 1-((methanesulfonyl)methyl)-3,8-diazabicyclo[3.2.1]octan-8-carboxylate